N-methyl-3-oxo-N-(3-oxo-4-(trifluoromethyl)-3,5,6,7-tetrahydro-2H-cyclopenta[c]pyridazin-7-yl)-3-(4-(5-(trifluoromethyl)pyrimidin-2-yl)piperazin-1-yl)propanamide CN(C(CC(N1CCN(CC1)C1=NC=C(C=N1)C(F)(F)F)=O)=O)C1CCC=2C1=NNC(C2C(F)(F)F)=O